CC(C(CC)CC)CCC 4-methyl-3-ethylheptane